2-(3-carboxy-4-fluorophenyl)-5-(1H-pyrrolo[2,3-b]pyridin-4-yl)-1-{[2-(trimethylsilyl)ethoxy]methyl}-1H-pyrrole-3-carboxylic acid C(=O)(O)C=1C=C(C=CC1F)C=1N(C(=CC1C(=O)O)C1=C2C(=NC=C1)NC=C2)COCC[Si](C)(C)C